CC=1C=C(C=2C=CC=NC2C1)C#N 7-Methylquinoline-5-carbonitrile